(E)-N-(bicyclo[2.2.1]heptan-2-yl)-N-(1H-pyrazol-5-yl)-3-p-tolylacrylamide C12C(CC(CC1)C2)N(C(\C=C\C2=CC=C(C=C2)C)=O)C2=CC=NN2